C[C@@H]1CCC(C(C1)OCCCCO)C(C)C [1'R,2'S,5R]-4-(5'-methyl-2'-(methylethyl)cyclohexyloxy)butan-1-ol